C(COCNCCCCCCNCOCCO)O 3,14-dioxa-5,12-diaza-hexadecan-1,16-diol